FC=1C(=C2C(=NC(=NC2=C(C1)F)OC[C@]12CCCN2C[C@@H](C1)F)N1CC2CCC(C1)N2C(=O)OC(C)(C)C)OC tertbutyl 3-(6,8-difluoro-2-(((2R,7aS)-2-fluorotetrahydro-1H-pyrrolizin-7a(5H)-yl)methoxy)-5-methoxyquinazolin-4-yl)-3,8-diazabicyclo[3.2.1]octane-8-carboxylate